NO[C@@H]1O[C@H]([C@H]([C@H]([C@H]1C(C(=O)[O-])(C)C)C(C(=O)[O-])(C)C)C(C(=O)[O-])(C)C)C (2s,3s,4r,5r,6s)-2-(aminooxy)-6-methyltetrahydro-2H-pyran-3,4,5-triyltri(2-methylpropionate)